C(C=C)(=O)N1CC2(C1)CN(CC2)C2=NC(=NC(=C2C#N)C=2C(=CC=C1C=NN(C21)C2CC2)C)OC[C@H]2N(CCC2)C 4-(2-acryloyl-2,6-diazaspiro[3.4]octan-6-yl)-6-(1-cyclopropyl-6-methyl-1H-indazol-7-yl)-2-(((S)-1-methylpyrrolidin-2-yl)methoxy)pyrimidine-5-carbonitrile